COC1=CC=C(C=C1)N1CC(N(C2(CN(C2)C(=O)NC)C1=O)CC1=CC=C(C=C1)C(F)(F)F)=O 8-(4-methoxyphenyl)-N-methyl-6,9-dioxo-5-(4-(trifluoromethyl)benzyl)-2,5,8-triazaspiro[3.5]-nonane-2-carboxamide